1-methoxypropan-2-yl 3-{[(2E)-3-(4-chlorobenzenesulfonyl) prop-2-en-1-yl] carbamoyl}-2-oxo-1,2,5,6,7,8-hexahydro-1,6-naphthyridine-6-carboxylate ClC1=CC=C(C=C1)S(=O)(=O)/C=C/CNC(=O)C=1C(NC=2CCN(CC2C1)C(=O)OC(COC)C)=O